4-(3'-(((di-tert-butoxyphosphoryl)oxy)methyl)-5'-(4-(4-(trifluoromethyl)phenyl)-1H-1,2,3-triazol-1-yl)-[1,1'-biphenyl]-4-yl)piperidine-1-carboxylic acid tert-butyl ester C(C)(C)(C)OC(=O)N1CCC(CC1)C1=CC=C(C=C1)C1=CC(=CC(=C1)N1N=NC(=C1)C1=CC=C(C=C1)C(F)(F)F)COP(=O)(OC(C)(C)C)OC(C)(C)C